CC(C(C(=O)OC)C1=CC(=NO1)N1CCC2(CC(C2)C2=CC=3N=NC(=CC3S2)C2=C(C=CC=C2)OS(=O)(=O)C(C(C(C(F)(F)F)(F)F)(F)F)(F)F)CC1)C methyl 3-methyl-2-{3-[2-(3-{2-[(1,1,2,2,3,3,4,4,4-nonafluorobutanesulfonyl)oxy]phenyl}thieno[3,2-c]pyridazin-6-yl)-7-azaspiro[3.5]nonan-7-yl]-1,2-oxazol-5-yl}butanoate